2-(4-(difluoromethoxy)-2-methylphenyl)-4,4,5,5-tetramethyl-1,3,2-dioxaborolane FC(OC1=CC(=C(C=C1)B1OC(C(O1)(C)C)(C)C)C)F